ClC1=C(C=CC=C1Cl)N1CCN(CC1)CC[C@@H]1C[C@H](C1)NC(=O)C=1OC=CN1 N-(trans-3-(2-(4-(2,3-dichlorophenyl)piperazine-1-yl)ethyl)cyclobutyl)oxazole-2-carboxamide